4-Amino-7-bromo-1-(2-methyl-4-nitrophenyl)-2-oxo-1,2-dihydroquinoline-3-carboxylic acid methyl ester COC(=O)C=1C(N(C2=CC(=CC=C2C1N)Br)C1=C(C=C(C=C1)[N+](=O)[O-])C)=O